C(C)(C)(C)N1N=CC(=C1)C(=O)NC1=C(C=C(C(=C1)C=1C=C(C=2N(C1)C=CN2)N2CCOCC2)C)F 1-(Tert-butyl)-N-(2-fluoro-4-methyl-5-(8-morpholinoimidazo[1,2-a]pyridin-6-yl)phenyl)-1H-pyrazole-4-carboxamide